C(C)(=O)OCCCN1N=C(C(=C1C1=NN=CN1CC1=CC=C(C=C1)OC)F)C 3-(4-fluoro-5-{4-[(4-methoxyphenyl)methyl]-4H-1,2,4-triazol-3-yl}-3-methyl-1H-pyrazol-1-yl)propyl acetate